BrC1=CC=C(C=C1)C1=CCCO1 5-(4-bromophenyl)dihydrofuran